ClC1=CC=C(C(=N1)C=1C=NN(C1)C)NC(C)C1=CC(=CC=2C=3N(C(=NC12)N1CCN(CC1)C)C=NN3)C 6-chloro-2-(1-methyl-1H-pyrazol-4-yl)-N-(1-(9-methyl-5-(4-methylpiperazin-1-yl)-[1,2,4]triazolo[4,3-c]quinazolin-7-yl)ethyl)pyridin-3-amine